2-nitro-4-aminodiphenylamine C1=CC=C(C=C1)NC2=C(C=C(C=C2)N)[N+](=O)[O-]